COC(CCCCCCC\C=C/C=C)OC (3Z)-12,12-dimethoxy-1,3-dodecadiene